(-)-7-[5-(2,2-Difluoropropyl)-6-oxo-4-{4-[4-(trifluoromethoxy)phenoxy]phenyl}-1,4,5,6-tetrahydropyrrolo[3,4-c]pyrazol-3-yl]-1,3-benzoxazol-2(3H)-one 2-methylpropane-2-amine salt CC(C)(C)N.FC(CN1C(C=2NN=C(C2C1C1=CC=C(C=C1)OC1=CC=C(C=C1)OC(F)(F)F)C1=CC=CC=2NC(OC21)=O)=O)(C)F